COC=1C=C(C=C(C1OC)OC)CC(=O)Cl 2-(3,4,5-trimethoxyphenyl)acetyl chloride